C(C)(C)C1=C(NC2=CC=C(C=C12)C1CCNCC1)C=1C=C(C=2N(C1C)C=NN2)C 6-(3-isopropyl-5-(piperidin-4-yl)-1H-indol-2-yl)-5,8-dimethyl-[1,2,4]triazolo[4,3-a]pyridine